N-((2,6-dihydroxy-5'-methyl-4-pentyl-2'-(prop-1-en-2-yl)-[1,1'-biphenyl]-3-yl)sulfonyl)pivalamide OC1=C(C(=CC(=C1S(=O)(=O)NC(C(C)(C)C)=O)CCCCC)O)C1=C(C=CC(=C1)C)C(=C)C